CC(=C)CC=CC 2-methyl-1,4-hexadiene